COC=1C2=CC=CC=C2C(=C2CC=CCC12)OCCCC 9-methoxy-10-butoxy-1,4-dihydroanthracene